2-(1-benzyl-4-ethyl-3,6-dihydro-2H-pyridin-5-yl)-4-(4-methoxyphenyl)pyridine C(C1=CC=CC=C1)N1CCC(=C(C1)C1=NC=CC(=C1)C1=CC=C(C=C1)OC)CC